N-[4-[(6,7-dimethoxy-1,5-naphthyridin-4-yl)oxy]-3-fluorophenyl]-5-(3-fluorophenyl)-1,6-dimethyl-4-oxopyridine-3-carboxamide COC=1N=C2C(=CC=NC2=CC1OC)OC1=C(C=C(C=C1)NC(=O)C1=CN(C(=C(C1=O)C1=CC(=CC=C1)F)C)C)F